FC=1C(=CC(=NC1)C)B(O)O (5-fluoro-2-methylpyridin-4-yl)boronic acid